N1(CCNCCC1)C1=NC=C(C=N1)C=1C=CC=2N=CN=C(C2N1)NC1=C(C=C(C=C1)F)OC(C)C 6-(2-(1,4-diazepan-1-yl)pyrimidin-5-yl)-N-(4-fluoro-2-isopropoxyphenyl)pyrido[3,2-d]pyrimidin-4-amine